1-cyclohexyl-2-(pyrimidin-5-yl)-1,6-dihydrodipyrrolo[2,3-b:2',3'-d]Pyridine C1(CCCCC1)N1C(=CC=2C1=C1C(=NC2)NC=C1)C=1C=NC=NC1